benzyl 4-[5-(6-bromo-3-formyl-1-azatricyclo[6.3.1.04,12]dodeca-2,4,6,8(12)-tetraen-2-yl)-6-[(1S)-1-methoxyethyl]-3-pyridyl]piperazine-1-carboxylate BrC=1C=C2C(=C(N3CCCC(C1)=C32)C=3C=C(C=NC3[C@H](C)OC)N3CCN(CC3)C(=O)OCC3=CC=CC=C3)C=O